O=C1N(C=CC(N1)=O)CC(=O)NCCN(CCCCCCCCCCCCCC)CCCCCCCCCCCCCC 2-(2,4-dioxo-3,4-dihydropyrimidin-1(2H)-yl)-N-(2-(bistetradecylamino)ethyl)acetamide